Cl.N[C@H](CC(=O)OCC)C1=CC(=NC=C1)C1=C(C=CC=C1C)C (R)-ethyl 3-amino-3-(2-(2,6-dimethylphenyl)pyridin-4-yl)propanoate hydrochloride